ClC1=C(C(=CC=C1)Cl)C=1N=C2C=3C=C(C=NC3C=CN2C1C)C=1C=NN(C1)C1CCOCC1 2-(2,6-Dichlorophenyl)-3-methyl-9-(1-(tetrahydro-2H-pyran-4-yl)-1H-pyrazol-4-yl)imidazo[2,1-f][1,6]naphthyridine